ClC=1C(=C(C=CC1Cl)NC1=NC=NC2=CC(=C(C(=C12)[N+](=O)[O-])OC1CCN(CC1)C(C=C)=O)OC)F 1-(4-((4-((3,4-dichloro-2-fluorophenyl)amino)-7-methoxy-5-nitroquinazolin-6-yl)oxy)piperidin-1-yl)prop-2-en-1-one